(S)-1-(4-(1-((4-acetylmorpholin-2-yl)methyl)-5-(methyl-d3)-1H-benzo[d]imidazole-2-yl)-3,5-difluorophenyl)pyrrolidin-2-one C(C)(=O)N1C[C@@H](OCC1)CN1C(=NC2=C1C=CC(=C2)C([2H])([2H])[2H])C2=C(C=C(C=C2F)N2C(CCC2)=O)F